N=1C=NN2C1C=C(C=C2)OC2=C(C=C(C=C2)NC2=NC=NN1C2=C(C=C1)C1CN(C1)C(\C=C\CN1CC(C1)OC)=O)C (E)-1-(3-(4-((4-([1,2,4]triazolo[1,5-a]pyridin-7-yloxy)-3-methylphenyl)amino)pyrrolo[2,1-f][1,2,4]triazin-5-yl)azetidin-1-yl)-4-(3-methoxyazetidin-1-yl)but-2-en-1-one